C(C1=CC=CC=C1)N(C(C(=C)C)=O)CC(C)C N-Benzyl-N-isobutylmethacrylamid